FC1=CC=C(C=C1)S(=O)(=O)NC=1C=C(C=CC1O)NC(=O)C1=CC=C(C=C1)C1=CC=C(C=C1)C(=O)N N-(3-((4-fluorophenyl)sulfonylamino)-4-hydroxyphenyl)-[1,1'-biphenyl]-4,4'-dicarboxamide